S1C(=NC2=C1C=CC=C2)NC2=C(C(=C(N=N2)NC=2SC=C(N2)C(=O)O)COCC)C 2-({6-[(1,3-Benzothiazol-2-yl)amino]-4-(ethoxymethyl)-5-methylpyridazin-3-yl}amino)-1,3-thiazole-4-carboxylic acid